COC(=O)C1=NC=CC(=C1)NC(=O)[C@@H]1O[C@H](C[C@H]1C1=C(C(=C(C=C1)F)F)OC)C(F)(F)F |r| rac-(2r,3s,5r)-4-[[3-(3,4-difluoro-2-methoxy-phenyl)-5-(trifluoromethyl)tetrahydrofuran-2-carbonyl]amino]pyridine-2-carboxylic acid methyl ester